(2-fluoro-4-(pyridin-2-yl)phenyl)methanamine FC1=C(C=CC(=C1)C1=NC=CC=C1)CN